N=1CCCC1C=1C=NC=CC1 3-(3,4-Dihydro-2H-pyrrol-5-yl)pyridine